(6-bromo-4-fluoro-1-oxoisoindolin-2-yl)-2-(6,7-dihydro-5H-pyrrolo[1,2-c]imidazol-1-yl)acetic acid ethyl ester C(C)OC(C(C1=C2N(C=N1)CCC2)N2C(C1=CC(=CC(=C1C2)F)Br)=O)=O